4-(1,2,4-thiadiazol-5-yl)-N-(4-(1-(2,2,2-trifluoroethyl)-1H-pyrazol-4-yl)quinolin-8-yl)benzamide S1N=CN=C1C1=CC=C(C(=O)NC=2C=CC=C3C(=CC=NC23)C=2C=NN(C2)CC(F)(F)F)C=C1